1-cyanoethylinosine CC(C#N)[C@@]1([C@@H]([C@@H]([C@H](O1)CO)O)O)N2C=NC3=C2N=CNC3=O